N-((6-((1H-indazol-4-yl)methyl)-4-methyl-5-oxo-5,6-dihydro-4H-thiazolo[5',4':4,5]pyrrolo[2,3-d]pyridazin-2-yl)methyl)methanesulfonamid N1N=CC2=C(C=CC=C12)CN1N=CC2=C(C1=O)N(C1=C2SC(=N1)CNS(=O)(=O)C)C